para-acetyl-styrene C(C)(=O)C1=CC=C(C=C)C=C1